(S)-N-(3-(benzo[d][1,3]dioxol-4-yloxy)-3-(5-bromothiophen-2-yl)propyl)azetidine O1COC2=C1C=CC=C2O[C@@H](CCN2CCC2)C=2SC(=CC2)Br